P(=O)(O)(O)OCC[C@H](N)C(=O)O phospho-L-homoserine